Tert-butyl-((7R)-2-(2-chloro-4-methoxy-3-methylbenzofuran-6-carbonyl)-2-azabicyclo[2.2.1]hept-7-yl) carbamate C(N)(O[C@H]1C2(N(CC1CC2)C(=O)C2=CC1=C(C(=C(O1)Cl)C)C(=C2)OC)C(C)(C)C)=O